FC=1C=C2C(=C(/C(/C2=CC1)=C/C1=CC=C(C=C1)F)CC1=CC=C(C=C1)OC=1C=NC(=CC1)F)CC(=O)O (Z)-2-(5-Fluoro-1-(4-fluorobenzylidene)-2-(4-((6-fluoropyridin-3-yl)oxy)benzyl)-1H-inden-3-yl)acetic acid